CC1=C(C(=C(C1([Hf+2]C1(C=CC2=CC=3CCCC3C=C12)CC(C)C)C)C)C)C pentamethylcyclopentadienyl-(1-isobutyl-1,5,6,7-tetrahydro-s-indacenyl)hafnium(IV)